ClC1=CC(=C(OC2=CN=CC(=N2)CC2=C(C(=NC=C2)N)F)C=C1)F 4-[[6-(4-chloro-2-fluoro-phenoxy)pyrazin-2-yl]methyl]-3-fluoro-pyridin-2-amine